FC1(CCN(CC1)C1=NC(=NC=C1)NC(=O)C1=C(C=C(C=C1)NS(=O)(=O)CC(=O)OCC)N1CCC2(CC2)CC1)F ethyl 2-(N-(4-((4-(4,4-difluoropiperidin-1-yl)pyrimidin-2-yl)carbamoyl)-3-(6-azaspiro[2.5]octan-6-yl)phenyl)sulfamoyl)acetate